C(C)(C)(C)C1=CC=C(C=C1)S(=O)(=O)N1CC=C(CC1)C=1C=C(C=NC1)O 5-(1-((4-tert-butylphenyl)sulfonyl)-1,2,5,6-tetrahydropyridin-4-yl)-3-hydroxy-pyridine